((2S,5S)-9-(pyridazin-3-ylethynyl)-2,3-dihydro-2,5-methanopyrido[3,4-f][1,4]oxazepin-4(5H)-yl)(4-(trifluoromethyl)bicyclo[2.2.1]heptan-1-yl)methanone N1=NC(=CC=C1)C#CC1=CN=CC=2[C@H]3N(C[C@@H](OC21)C3)C(=O)C32CCC(CC3)(C2)C(F)(F)F